S[C@H]1C[C@H](NC1)C(=O)O (2S,4S)-4-mercaptoproline